C(C)(=O)N1CC2(C1)N(C(CN(C2=O)C2=NC=C(C=C2F)Cl)=O)[C@@H](CO)C2=CC=C(C=C2)Cl (R)-2-acetyl-8-(5-chloro-3-fluoropyridin-2-yl)-5-(1-(4-chlorophenyl)-2-hydroxy-ethyl)-2,5,8-triazaspiro-[3.5]nonane-6,9-dione